N,N-dimethyl-Sphinganine C(=O)N([C@@H](CO)[C@H](O)CCCCCCCCCCCCCCC)C=O